C(C)(=O)O[C@H]1[C@H](O[C@H]([C@@H]([C@H]1OC(C)=O)OC(C)=O)OC1=C(C=C(C=C1)CO[Si](C)(C)C(C)(C)C)C=O)COC(C)=O (2R,3S,4S,5R,6S)-2-(acetoxymethyl)-6-(4-(((tert-butyldimethylsilyl)oxy)methyl)-2-formylphenoxy)tetrahydro-2H-pyran-3,4,5-triyl triacetate